1,2,5,6-tetra-O-acetyl-(2-deuterio)-3,4-di-O-methyl-glucitol C(C)(=O)OC[C@](OC(C)=O)([C@@H](OC)[C@H](OC)[C@H](OC(C)=O)COC(C)=O)[2H]